FC(C)(F)C1=CC(=C(C=C1)C1OCCO1)[N+](=O)[O-] 2-[4-(1,1-difluoroethyl)-2-nitro-phenyl]-1,3-dioxolane